C(CCC)C(COCCO)O n-Butyl-diethyleneglycol